5-methyl-1-(4-(4-(5-(piperazin-1-ylmethyl)pyridin-2-yl)benzyl)phenyl)-1H-1,2,4-triazole-3-carboxamide CC1=NC(=NN1C1=CC=C(C=C1)CC1=CC=C(C=C1)C1=NC=C(C=C1)CN1CCNCC1)C(=O)N